Racemic-(1S,3aR,7aS)-octahydro-1H-isoindole-1-carbonitrile [C@@H]1(NC[C@@H]2CCCC[C@H]12)C#N |r|